4-(2-chloroethyl)-1-methoxy-2-nitro-benzene ClCCC1=CC(=C(C=C1)OC)[N+](=O)[O-]